3-((4'-chloro-4-hydroxy-[1,1'-biphenyl]-3-yl)(4-(2,3-dichlorophenyl)piperazin-1-yl)methyl)-N-cyclopentyl-benzamide ClC1=CC=C(C=C1)C1=CC(=C(C=C1)O)C(C=1C=C(C(=O)NC2CCCC2)C=CC1)N1CCN(CC1)C1=C(C(=CC=C1)Cl)Cl